C(C)OC(=O)[C@@]1(C(N(CCC1)C(C1=CC=CC=C1)=O)=O)CC=CC1=CC=C(C=C1)C(F)(F)F (R)-3-(3-(p-trifluoromethylphenyl)allyl)-1-benzoyl-2-oxopiperidine-3-carboxylic acid ethyl ester